CC1=NN(C(=C1)C)CCN(CC[C@@H](C(=O)O)NC1=NC=C(C=N1)C)CCCCC1=NC=2NCCCC2C=C1 (S)-4-((2-(3,5-dimethyl-1H-pyrazol-1-yl)ethyl)(4-(5,6,7,8-tetrahydro-1,8-naphthyridin-2-yl)butyl)amino)-2-((5-methylpyrimidin-2-yl)amino)butanoic acid